N-vinylimidazole chloride [Cl-].C(=C)N1C=NC=C1